O=C1NC=CC=C1 2-oxopyridine